6''-Bromo-8''-methyl-2''H-dispiro[azetidine-3,1'-cyclohexane-4',3''-imidazo[1,5-a]pyridine]-1'',5''-dione BrC1=CC(=C2N(C1=O)C1(NC2=O)CCC2(CC1)CNC2)C